N(=[N+]=[N-])CC1=CC=CC(=N1)N1CCC2(COC2)CC1 7-(6-(azidomethyl)pyridin-2-yl)-2-oxa-7-azaspiro[3.5]nonane